2-(3,6-dihydro-2H-pyran-4-yl)-5-(4,4,5,5-tetramethyl-1,3,2-dioxaborolan-2-yl)-1,3-thiazole O1CCC(=CC1)C=1SC(=CN1)B1OC(C(O1)(C)C)(C)C